2-METHYL-5-AMINOPYRIDINE-4-BORONIC ACID CC1=NC=C(C(=C1)B(O)O)N